6-chloro-2,4-difluoroaniline ClC1=CC(=CC(=C1N)F)F